CC1=NOC(=C1COC1=C(C=C(C(=O)NC=2SC=C(N2)C=2SC=CC2)C=C1)C)C 4-((3,5-dimethylisoxazol-4-yl)methoxy)-3-methyl-N-(4-(thiophen-2-yl)thiazol-2-yl)benzamide